ClC=1C=C(C=NC1)C1=NN2C(O[C@@H](CC2)C)=C1C(=O)N[C@@H]1C(NC2=C(C(=N1)C1=CC=CC=C1)C=CC=C2)=O (5R)-2-(5-Chloropyridin-3-yl)-5-methyl-N-[(3S)-2-oxo-5-phenyl-1,3-dihydro-1,4-benzodiazepin-3-yl]-6,7-dihydro-5H-pyrazolo[5,1-b][1,3]oxazine-3-carboxamide